C(C1=CC=CC=C1)N1CCC(CC1)S(=O)(=O)C1=C(C=CC=C1)/C=C/C(=O)NO (E)-3-(2-((1-benzylpiperidin-4-yl)sulfonyl)phenyl)-N-hydroxyacrylamide